Methyl 2-(2-(2-(4-(6-bromohexanamido)phenyl)thiazole-4-carboxamido)acrylamido)acrylate BrCCCCCC(=O)NC1=CC=C(C=C1)C=1SC=C(N1)C(=O)NC(C(=O)NC(C(=O)OC)=C)=C